O(C1=CC=CC=C1)[C@@H]1C[C@@H](CCC1)NC(OC(C)(C)C)=O tert-butyl ((1R,3S)-3-phenoxycyclohexyl)carbamate